5-(2-methoxycarbonyl-vinyl)uridine COC(=O)C=CC=1C(NC(N([C@H]2[C@H](O)[C@H](O)[C@@H](CO)O2)C1)=O)=O